2-(((1R)-1-(3-cyano-7-methyl-4-oxo-2-(((tetrahydrofuran-3-yl)methyl)amino)-4H-pyrido[1,2-a]pyrimidin-9-yl)ethyl)amino)benzoic acid C(#N)C1=C(N=C2N(C1=O)C=C(C=C2[C@@H](C)NC2=C(C(=O)O)C=CC=C2)C)NCC2COCC2